FC(C(=O)OCC)(C(=O)OCC)CCCCCCC diethyl 2-fluoro-2-heptylmalonate